ClC1=NC=C(C(=N1)NCCCN1CCCC1)C(F)(F)F 2-chloro-N-(3-(pyrrolidin-1-yl)propyl)-5-(trifluoromethyl)pyrimidin-4-amine